6-cyclobutyl-N-(4-methoxycyclohexyl)-2-(1-methyl-1H-imidazol-2-yl)pyrimidine-4-carboxamide C1(CCC1)C1=CC(=NC(=N1)C=1N(C=CN1)C)C(=O)NC1CCC(CC1)OC